9-(1-((6-chloro-3'-fluoro-[2,4'-bipyridyl]-3-yl)amino)ethyl)-3-ethyl-4,7-dimethyl-3,4-dihydro-5H-pyrazolo[3,4-c]isoquinolin-5-one ClC1=CC=C(C(=N1)C1=C(C=NC=C1)F)NC(C)C=1C=2C3=C(N(C(C2C=C(C1)C)=O)C)N(N=C3)CC